C(C)OC(=O)C1=NN(C(=C1NC(CC)=O)C)C1OCCCC1 methyl-4-(N-methylacetylamino)-1-(tetrahydro-2H-pyran-2-yl)-1H-pyrazole-3-carboxylic acid ethyl ester